FC(C=1C=CC=2N(C1)C(NN2)=O)(F)F 6-(trifluoromethyl)-1,2,4-triazolo[4,3-a]pyridin-3(2H)-one